7-amino-8-cyano-1,2,4,5-tetrahydro-3H-benzo[d]azepin-3-carboxylic acid tert-butyl ester C(C)(C)(C)OC(=O)N1CCC2=C(CC1)C=C(C(=C2)C#N)N